oxathian-thian S1CCCCC1.O1SCCCC1